7-benzyl-9,9-difluoro-2,4,6,7,8,9-hexahydroimidazo[1,2-a]pyrido[3,4-e]pyrimidin-5(1H)-one C(C1=CC=CC=C1)N1CC=2C(NC=3N(C2C(C1)(F)F)CCN3)=O